BrC=1C=C(C(=O)O)C=C(C1)C(F)(F)F 3-bromo-5-(trifluoromethyl)benzoic acid